ClC1=CC=C(C=C1)CC(C)C 4-chloroisobutylbenzene